FC=1C=C(C=CC1)C=1C(=NN(C1C(=O)O)C=1SC(=C(N1)C1=C(C=CC=C1)C(F)(F)F)SC(C)C)C 4-(3-fluorophenyl)-1-(5-(isopropylthio)-4-(2-(trifluoromethyl)phenyl)thiazol-2-yl)-3-methyl-1H-pyrazole-5-carboxylic acid